METHYL-D3-BORONIC ACID [2H]C([2H])([2H])B(O)O